BrC1=C(C=C2CCN3C(C2=C1)=C(C=C3C(=O)OCC)CC(F)(F)F)OC ethyl 9-bromo-8-methoxy-1-(2,2,2-trifluoroethyl)-5,6-dihydropyrrolo[2,1-a]isoquinoline-3-carboxylate